tert-butyl 6-(2-chloro-4-(methoxycarbonyl)phenyl)-3,4-dihydropyridine-1(2H)-carboxylate ClC1=C(C=CC(=C1)C(=O)OC)C1=CCCCN1C(=O)OC(C)(C)C